3-[4-[3-[4-[(3R,5R)-5-[(5-bromo-1-methyl-6-oxo-pyridazin-4-yl)amino]-1-methyl-3-piperidyl]benzoyl]-3,9-diazaspiro[5.5]undecan-9-yl]-5-fluoro-2-methoxy-phenyl]piperidine-2,6-dione BrC1=C(C=NN(C1=O)C)N[C@@H]1C[C@@H](CN(C1)C)C1=CC=C(C(=O)N2CCC3(CC2)CCN(CC3)C3=CC(=C(C=C3F)C3C(NC(CC3)=O)=O)OC)C=C1